The molecule is the dimethanesulfonate salt of almitrine. It has a role as a central nervous system stimulant. It contains an almitrine. CS(=O)(=O)O.CS(=O)(=O)O.C=CCNC1=NC(=NC(=N1)N2CCN(CC2)C(C3=CC=C(C=C3)F)C4=CC=C(C=C4)F)NCC=C